CC1=NOC(=C1C=1C=C(OC2=C(C=C(C=C2C)NC(=O)C2OCCC2)C)C=C(C1)F)C N-(4-(3-(3,5-dimethylisoxazol-4-yl)-5-fluorophenoxy)-3,5-dimethylphenyl)tetrahydrofuran-2-carboxamide